C(C=CCCCCCCCCCCCCCCCCC)(=O)OC[C@@H](OC(C=CCCCCCCCCCCCCCCCCC)=O)COP(=O)(O)OCC[N+](C)(C)C 1,2-di(eicosenoyl)-sn-glycero-3-phosphorylcholine